O=S1(NCCC1)C1=CC=C(C=N1)C(=O)OC methyl 6-(1-oxo-4,5-dihydro-3H-isothiazol-1-yl)pyridine-3-carboxylate